1-(2-(dimethylamino)ethyl)-4-((4-((2-methoxy-3-(1-methyl-1H-1,2,4-triazol-3-yl)phenyl)amino)-5-propionylpyridin-2-yl)amino)pyrimidin-2(1H)-one CN(CCN1C(N=C(C=C1)NC1=NC=C(C(=C1)NC1=C(C(=CC=C1)C1=NN(C=N1)C)OC)C(CC)=O)=O)C